C(C)(C)(C)C1=CC=C(C=C1)NC=1C2=C(N=CN1)N(C(=C2)C2=CC=CC=C2)C N-(4-(tert-butyl)phenyl)-7-methyl-6-phenyl-7H-pyrrolo[2,3-d]pyrimidin-4-amine